CC1(CCC(CC1)NC1=CC=C(C=C1)N1CCC(CC1)C(F)(F)F)NC(OC(C)(C)C)=O tert-butyl (1-methyl-4-((4-(4-(trifluoromethyl)piperidin-1-yl)phenyl)amino)cyclohexyl)carbamate